O=C1N(C(C=C1)=O)C1=CC=C(C=C1)CCC(=O)ON1C(CCC1=O)=O 2,5-dioxopyrrolidin-1-yl 3-(4-(2,5-dioxo-2,5-dihydro-1H-pyrrol-1-yl)phenyl)propanoate